NC=1C2=C(N=CN1)N(C(=C2C2=CC=C(C(=O)NCC(C(F)(F)F)O)C=C2)C2=CC=C(C=C2)NC(C(=C)C)=O)C 4-(4-amino-6-(4-methacrylamido-phenyl)-7-methyl-7H-pyrrolo[2,3-d]pyrimidin-5-yl)-N-(3,3,3-trifluoro-2-hydroxypropyl)benzamide